FC1(CCC(CC1)[C@@H](C(=O)NC=1C(=NN(C1)C(C)C1=C(N=NC=C1)OC)F)N1ON=C(C1)C)F N-[(1S)-1-(4,4-difluorocyclohexyl)-2-[[3-fluoro-1-[1-(3-methoxypyridazin-4-yl)ethyl]pyrazol-4-yl]amino]-2-oxo-ethyl]-4-methyl-1,2,5-oxadiazole